[Si](C)(C)(C(C)(C)C)OC[C@@H]1C[C@@H]([C@H](CO1)NC(OC(C)(C)C)=O)F tert-butyl ((3S,4S,6S)-6-(((tert-butyldimethylsilyl)oxy)methyl)-4-fluorotetrahydro-2H-pyran-3-yl)carbamate